FC1(CC=2C=CN(C2CC1)C1=CC(=C(C=C1)F)C(F)(F)F)F 5,5-difluoro-1-(4-fluoro-3-(trifluoromethyl)phenyl)-4,5,6,7-tetrahydro-1H-indole